BrC=1C(=C(C#N)C=CC1)CC1=C(C(=CC(=C1)C)C)O 3-bromo-2-(2-hydroxy-3,5-dimethylbenzyl)benzonitrile